C(=O)C1CCC(CC1)NC(OC(C)(C)C)=O tert-butyl 4-formylcyclohexylcarbamate